FC(OCC1(CCNCC1)C#N)F 4-((difluoromethoxy)methyl)piperidine-4-carbonitrile